C(CC)OC1=C(C=CC(=C1)OCCC)B(O)O 2,4-DIPROPOXYPHENYLBORONIC ACID